6-(3-(((S)-1-fluoropropan-2-yl)amino)-2-(4-((4-(2-morpholinoethyl)phenyl)ethynyl)phenyl)propyl)-5-hydroxypyrimidin-4(3H)-one FC[C@H](C)NCC(CC1=C(C(NC=N1)=O)O)C1=CC=C(C=C1)C#CC1=CC=C(C=C1)CCN1CCOCC1